(2S,3S)-3-(4-chlorophenyl)-3-[1-(4-chlorophenyl)-7-fluoro-5-[(1S)-1-hydroxy-1-(oxacyclohex-4-yl)propyl]-1-methoxy-3-oxo-2,3-dihydro-1H-isoindol-2-yl]-2-methylpropionic acid ClC1=CC=C(C=C1)[C@H]([C@@H](C(=O)O)C)N1C(C2=C(C=C(C=C2C1=O)[C@](CC)(C1CCOCC1)O)F)(OC)C1=CC=C(C=C1)Cl